COC=1C=C(C=C(C1C)OC)[C@H]([C@@H](CN1N=C2C(=CC=CC2=C1)C(=O)O)OCCC1=CC=CC=C1)O 2-((2R,3R)-3-(3,5-dimethoxy-4-methylphenyl)-3-hydroxy-2-phenethoxypropyl)-2H-indazole-7-carboxylic acid